(S)-N-(3-(6-((2-hydroxyethyl)amino)-2-morpholinylpyrimidin-4-yl)-4-methylphenyl)-3-(2,2,2-trifluoroethyl)pyrrolidine-1-carboxamide OCCNC1=CC(=NC(=N1)N1CCOCC1)C=1C=C(C=CC1C)NC(=O)N1C[C@@H](CC1)CC(F)(F)F